C(N)(OCCC(Br)C(C)(C)C)=O t-butyl-3-bromopropyl carbamate